CC(C)(CC(CC(C)(C)C)C)C 2,2,4,6,6-pentamethyl-heptan